FC=1C(=NC=CC1)CNC(=O)C=1N=C(OC1)CCNCCC1=NC2=C(N1CCOC(C)C)C=CC=C2 N-((3-fluoropyridin-2-yl)methyl)-2-(2-((2-(1-(2-isopropoxyethyl)-1H-benzo[d]imidazol-2-yl)ethyl)amino)ethyl)oxazole-4-carboxamide